2-((tert-Butoxycarbonyl)amino)-2-methylpropane-1,3-diol C(C)(C)(C)OC(=O)NC(CO)(CO)C